C(C)(C)(C)OC(NC1CCN(CC1)C1=C(C=CC=C1C)F)=O [1-(2-Fluoro-6-methyl-phenyl)-piperidin-4-yl]-carbamic acid tert-butyl ester